SC=1C=CC2=C(B(OC2)O)C1 6-mercaptobenzo[C][1,2]oxaborole-1(3H)-ol